N[C@H]1C=CCC1=C(F)F (S)-3-amino-4-(difluoromethylene)-1-cyclopentene